(R)-1-(o-tolyl)ethyl (5-bromo-3-methylisoxazol-4-yl)carbamate BrC1=C(C(=NO1)C)NC(O[C@H](C)C1=C(C=CC=C1)C)=O